N2-methyl-N2-[2-(dimethylamino)ethyl]-6-(2,2,2-trifluoroethoxyl)-3-nitropyridin-2,5-diamine CN(C1=NC(=C(C=C1[N+](=O)[O-])N)OCC(F)(F)F)CCN(C)C